1-toluenesulfonyl-1H-indole-4-carbaldehyde C(C1=CC=CC=C1)S(=O)(=O)N1C=CC=2C(=CC=CC12)C=O